trichloroacetylchloride ClC(C(=O)Cl)(Cl)Cl